FC1=C(CC2=NC3=C(N2C[C@H]2OCC2)C=C(C=C3)C(=O)O)C=C(C(=C1)C1=NC(=CC=C1)OCC=1SC(=CC1)C#CC1(COC1)C)F (S)-2-(2,5-difluoro-4-(6-((5-((3-methyloxetan-3-yl)ethynyl)thiophen-2-yl)methoxy)pyridin-2-yl)benzyl)-1-(oxetan-2-ylmethyl)-1H-benzo[d]imidazole-6-carboxylic acid